OC/C(=C/CC/C(=C/CC=CC(O)(C)CCC=C(C)C)/C)/C hydroxygeranyl-linalool